NCCCCCNC(C1=C(C=C(C=C1)NC=1C=2N(C=CN1)C(=CN2)C=2C(=NNC2)C(F)(F)F)CC)=O N-(5-aminopentyl)-2-ethyl-4-[[3-[3-(trifluoromethyl)-1H-pyrazol-4-yl]imidazo[1,2-a]pyrazin-8-yl]amino]benzamide